NC1=C(C(N(C(N1CCCCCP(OCC)(OCC)=O)=O)CC#C)=O)NC(CCC1=C(C=CC=C1)Br)=O Diethyl (5-(6-amino-5-(3-(2-bromophenyl)propanamido)-2,4-dioxo-3-(prop-2-yn-1-yl)-3,4-dihydropyrimidin-1(2H)-yl)pentyl)phosphonate